The molecule is a 4-hydroxy-3-polyprenylbenzoate in which the polyprenyl chain contains 7 prenyl units; major species at pH 7.3. It is a conjugate base of a 4-hydroxy-3-all-trans-heptaprenylbenzoic acid. CC(=CCC/C(=C/CC/C(=C/CC/C(=C/CC/C(=C/CC/C(=C/CC/C(=C/CC1=C(C=CC(=C1)C(=O)O)[O-])/C)/C)/C)/C)/C)/C)C